Cl(=O)(=O)(=O)O.CN(C1=CC=C(C=C1)C=CC=CC1SC2=C(N1CC)C=CC=C2)C 2-(4-(4-dimethylaminophenyl)-1,3-butadienyl)-3-ethylbenzothiazole perchlorate